C(C1=CC=CC=C1)N1CCC(CC1)(F)CC1C(C2=CC=C(C=C2C1)C1CCNCC1)=O ((1-benzyl-4-fluoropiperidine-4-yl)methyl)-5-(piperidin-4-yl)-2,3-dihydro-1H-indene-1-one